COC(C1=C(C=C(C=C1)C1(CC1)C#N)SCC)=O 4-(1-cyanocyclopropyl)-2-ethylsulfanyl-benzoic acid methyl ester